1-[3-[4-[3-[3-amino-6-(2-hydroxyphenyl)pyridazin-4-yl]-3,8-diazabicyclo[3.2.1]octan-8-yl]-2-pyridyl]prop-2-ynyl]-3-methyl-azepan-4-ol NC=1N=NC(=CC1N1CC2CCC(C1)N2C2=CC(=NC=C2)C#CCN2CC(C(CCC2)O)C)C2=C(C=CC=C2)O